C(#N)[C@H](C[C@H]1C(NCCC1)=O)NC([C@H](CC1C(C1)(F)F)NC(=O)C=1NC2=CC=CC(=C2C1)OC)=O N-[(1S)-2-[[(1S)-1-cyano-2-[(3S)-2-oxo-3-piperidyl]ethyl]amino]-1-[(2,2-difluorocyclopropyl)methyl]-2-oxoethyl]-4-methoxy-1H-indole-2-carboxamide